FC(C1=NN=C(O1)C=1C(=NC(=NC1)NC=1C=C2CCNC(C2=CC1)=O)N[C@H](CO)C1=CC=CC=C1)F 6-[[5-[5-(difluoromethyl)-1,3,4-oxadiazol-2-yl]-4-[[(1S)-2-hydroxy-1-phenyl-ethyl]amino]pyrimidin-2-yl]amino]-3,4-dihydro-2H-isoquinolin-1-one